5',6-dimethyl-[1,4'-bipyridine]-2-one CC=1C(=CC=NC1)N1C(C=CC=C1C)=O